N-methyl-2-(4-(6-(5-(6-methylpyridin-2-yl)-1H-imidazol-4-yl)quinolin-3-yl)-1H-pyrazol-1-yl)ethan-1-amine CNCCN1N=CC(=C1)C=1C=NC2=CC=C(C=C2C1)C=1N=CNC1C1=NC(=CC=C1)C